FC(OC1=C(SC=C1)C=O)F 3-(Difluoromethoxy)thiophene-2-carbaldehyde